ethyl 4-[2-[2,6-dichloro-4-(1-methylpyrazol-4-yl)benzoyl]-3,4-dihydro-1H-phthalazin-5-yl]-2-morpholin-4-ylbenzoate ClC1=C(C(=O)N2CC3=CC=CC(=C3CN2)C2=CC(=C(C(=O)OCC)C=C2)N2CCOCC2)C(=CC(=C1)C=1C=NN(C1)C)Cl